C(C)(C)(C)OC(=O)N[C@H](C(=O)O)C(CC)CC (2S)-2-(tert-butoxycarbonylamino)-3-ethyl-pentanoic acid